NC1=C(C=C(C=N1)NC(C(=O)N1[C@@H](CC[C@H](C1)C)C=1C=CC2=C(N=C(S2)CCN(C)C)C1)=O)C N-(6-amino-5-methyl-3-pyridyl)-2-[(2S,5R)-2-[2-[2-(dimethylamino)ethyl]-1,3-benzothiazol-5-yl]-5-methyl-1-piperidyl]-2-oxo-acetamide